di-i-propoxy bis(ethyl acetoacetate) titanium [Ti].C(C)CC(CC(=O)OOC(C)C)=O.C(C)CC(CC(=O)OOC(C)C)=O